FC1=C(C=C(C=C1)F)C1=C2C(=C(N=N1)NC1C[C@@H]3[C@@H](CN(C3)CC3CCOCC3)C1)SC=C2 4-(2,5-difluorophenyl)-N-((3aR,5s,6aS)-2-((tetrahydro-2H-pyran-4-yl)methyl)octahydrocyclopenta[c]pyrrol-5-yl)thieno[2,3-d]pyridazin-7-amine